COC1=C(C=CC=C1OC)C(C(=O)NCC1=CC=NC=C1)NCCC1CCNCC1 2-(2,3-dimethoxyphenyl)-2-[(2-piperidine-4-ylethyl)amino]-N-(pyridine-4-ylmethyl)acetamid